ClC1=C(C=CC=C1C1=CC=2N(C(C=C(N2)CN(C(OC(C)(C)C)=O)C[C@H]2NC(CC2)=O)=O)C=C1)C1=C(C(=CC=C1)C1=NC(=C(C=C1)C=O)OC)Cl tert-butyl (S)-((8-(2,2'-dichloro-3'-(5-formyl-6-methoxypyridin-2-yl)-[1,1'-biphenyl]-3-yl)-4-oxo-4H-pyrido[1,2-a]pyrimidin-2-yl)methyl)((5-oxopyrrolidin-2-yl)methyl)-carbamate